O=C1N(CCC1)[C@@H](C(=O)N)CC |r| racemic-2-(2-oxo-pyrrolidine-1-yl)butyramide